(P)-1-(2-methoxy-5-methyl-4-((1S,2S)-2-(trifluoromethyl)cyclopropyl)phenyl)-2-oxo-N-(pyrimidin-2-yl)-1,2-dihydroquinoline-6-sulfonamide COC1=C(C=C(C(=C1)[C@@H]1[C@H](C1)C(F)(F)F)C)N1C(C=CC2=CC(=CC=C12)S(=O)(=O)NC1=NC=CC=N1)=O